3,5-dimethyl-1-hexyn-3-ol CC(C#C)(CC(C)C)O